Chloro-1,3-Bis(2,4,6-trimethylphenyl)imidazol-2-ylidenecopper(I) ClC=1N(C(N(C1)C1=C(C=C(C=C1C)C)C)=[Cu-])C1=C(C=C(C=C1C)C)C